N[C@H](C)C=1C(=C(C=CC1)C(C1CCN(CC1)C(=O)OC(C)(C)C)(F)F)F tert-butyl (R)-4-((3-(1-aminoethyl)-2-fluorophenyl)difluoromethyl)piperidine-1-carboxylate